Cl.C1(CC1)OC1=CC=C2C(=N1)C1=C(C(=NC=C1)C1=CC=CC3=CC=CC=C13)N2 2-cyclopropoxy-6-(naphthalen-1-yl)-5H-pyrrolo[3,2-b:5,4-c']dipyridine hydrochloride